((2R,3S,4R,5R)-5-(4-aminopyrrolo[2,1-f][1,2,4]triazin-7-yl)-5-cyano-3,4-dihydroxytetrahydrofuran-2-yl)methyl (((di-tert-butoxyphosphoryl)oxy)methyl) carbonate C(OC[C@H]1O[C@@]([C@@H]([C@@H]1O)O)(C#N)C1=CC=C2C(=NC=NN21)N)(OCOP(=O)(OC(C)(C)C)OC(C)(C)C)=O